C1(CC1)N1C(C=C(C=C1)B1OC(C(O1)(C)C)(C)C)=O 1-cyclopropyl-4-(4,4,5,5-tetramethyl-1,3,2-dioxaborolan-2-yl)pyridin-2(1H)-one